C(C)(C)(C)OC(=O)N1CC(CC1)(F)C(O)C1=CC=C(C=C1)Br 3-[(4-bromophenyl)-hydroxy-methyl]-3-fluoro-pyrrolidine-1-carboxylic acid tert-butyl ester